The molecule is a triterpene glycoside and hemiacetal isolated from a fermentation of Hormonema sp. and which specifically inhibits glucan synthesis in fungal cells. It has a role as an antifungal agent. It is a triterpenoid saponin, a monosaccharide derivative and a lactol. C[C@H](C(C)C)[C@]1(CC[C@@]2([C@H]3CC[C@H]4[C@]5(COC([C@]4(C3=CC[C@]2([C@@H]1C(=O)O)C)C[C@H]([C@@H]5O[C@H]6[C@@H]([C@H]([C@@H]([C@H](O6)CO)O)O)O)OC(=O)C)O)C)C)C